2-((6-(4-cyclopropylpiperazin-1-yl)-2-(2-hydroxyethyl)-1-oxo-1,2-dihydroisoquinolin-4-yl)(methyl)amino)-4-(4-fluorophenyl)thiazole-5-carbonitrile C1(CC1)N1CCN(CC1)C=1C=C2C(=CN(C(C2=CC1)=O)CCO)N(C=1SC(=C(N1)C1=CC=C(C=C1)F)C#N)C